FC(C=1C=C(C=CC1)NC(=O)NC1CC2(CN(C2)C(=O)C2=C3N(N=C2)C=CN3C)C1)F 1-(3-(difluoromethyl)phenyl)-3-(2-(1-methyl-1H-imidazo[1,2-b]pyrazole-7-carbonyl)-2-azaspiro[3.3]heptan-6-yl)urea